ClC1=CC=C(C=C1)S(=O)(=O)N1C=CC=2C1=CN=CC2C2=CC=C(C#N)C=C2 4-{1-[(4-Chlorophenyl)sulfonyl]-1H-pyrrolo[2,3-c]pyridin-4-yl}benzonitrile